CC1=NC(=NN1)C dimethyl-[1,2,4]Triazole